(7R)-1,4-dioxa-8-azaspiro[4.5]decane-7,8-dicarboxylic acid 8-tert-butyl 7-methyl ester COC(=O)[C@H]1CC2(OCCO2)CCN1C(=O)OC(C)(C)C